FC(C=1C=C(C=C(C1N)N)N)(F)F 6-(trifluoromethyl)benzene-1,2,4-triamine